C(C)(C)(C)OC(=O)N1C=C(C=2N=C(SC21)CO)C(C)C 2-(hydroxymethyl)-6-isopropyl-4H-pyrrolo[3,2-d]Thiazole-4-carboxylic acid tert-butyl ester